3-[(2S)-2-{[6-oxo-5-(trifluoromethyl)-1,6-dihydropyridazin-4-yl]amino}propoxy]propane O=C1C(=C(C=NN1)N[C@H](COCCC)C)C(F)(F)F